2-(4-((4-((5-bromo-1H-pyrazol-3-yl)amino)quinazolin-2-yl)amino)phenyl)acetonitrile BrC1=CC(=NN1)NC1=NC(=NC2=CC=CC=C12)NC1=CC=C(C=C1)CC#N